ClC=1C=C(C=CC1Cl)N1N=C(C(C1)C)NC(CCCNC(OC(C)(C)C)=O)=O tert-butyl (4-((1-(3,4-dichlorophenyl)-4-methyl-4,5-dihydro-1H-pyrazol-3-yl)amino)-4-oxobutyl)carbamate